hexahydro-azepinone N1C(CCCCC1)=O